NC1=NC(=C2N=CN(C2=N1)CC(=O)NC1=CC(=NN1CC)C)NC1C(C1)C#N 2-(2-amino-6-((2-cyanocyclopropyl)amino)-9H-purin-9-yl)-N-(1-ethyl-3-methyl-1H-pyrazol-5-yl)acetamide